C1(CC1)C1=CC(=C(OC=2C(=C(C=NC2)CC2=C(C(=NC=C2)NS(=O)(=O)[SH+]C)F)C)C=C1)F 4-[[5-(4-cyclopropyl-2-fluoro-phenoxy)-4-methyl-3-pyridinyl]methyl]-3-fluoro-N-(methylsulfaniosulfonyl)pyridin-2-amine